1-(cyclopropylimino)-1,2,3,5-tetrahydro-4H-1λ4-benzo[f][1,4]thiazepine-4-Carboxylic acid tert-butyl ester-1-oxide C(C)(C)(C)OC(=O)N1CCS(C2=C(C1)C=CC=C2)(=NC2CC2)=O